CN1CC(C1)C=1SC2=C(N1)C=C(C=C2)[C@@H]2NC[C@H](CC2)C 2-(1-methylazetidin-3-yl)-5-((2R,5S)-5-methylpiperidin-2-yl)benzo[d]thiazole